CC=1C(=NC(=NC1)NC=1C=NN(C1)C1CCN(CC1)C)C1=C(C(=O)O)C=CC=C1 (5-methyl-2-((1-(1-methylpiperidin-4-yl)-1H-pyrazol-4-yl)amino)pyrimidin-4-yl)benzoic acid